(R)-7-(3-(2-chloro-4-(4-fluorophenoxy)phenoxy)propoxy)-2-ethylchroman-2-carboxylic acid ClC1=C(OCCCOC2=CC=C3CC[C@@](OC3=C2)(C(=O)O)CC)C=CC(=C1)OC1=CC=C(C=C1)F